N1=CC=CC2=CC=C(C=C12)N1N=CN=C1CNC(=O)NCC1=NC=NN1C1=CC=C2C=CC=NC2=C1 1,3-bis({[1-(quinolin-7-yl)-1H-1,2,4-triazol-5-yl]methyl})urea